[Si](C)(C)(C(C)(C)C)OCC(C1=CC(=CC=C1)Cl)N1C(C2=CC(=CC=C2C1)C1=NC(=NC=C1)S(=O)(=O)C)=O 2-(2-((tert-butyldimethylsilyl)oxy)-1-(3-chlorophenyl)ethyl)-6-(2-(methylsulfonyl)pyrimidin-4-yl)isoindolin-1-one